N=1C=CN2N=C(C=CC21)C2=CNC=1N=C(N=C(C12)OC)N[C@@H]1CC[C@@H](CC1)OC(F)(F)F 5-(imidazo[1,2-b]pyridazin-6-yl)-4-methoxy-N-(cis-4-(trifluoromethoxy)cyclohexyl)-7H-pyrrolo[2,3-d]pyrimidin-2-amine